7-phenyl-1,5,9-triazacyclodecane-6,8-dione C1(=CC=CC=C1)C1C(NCCCNCNC1=O)=O